O[C@H](CN1N=CC(=C1)C=1C=C(C2=C(N(N=C2C1)C)C=1C=C2C(CNC(C2=C(C1)OC)=O)(C)C)C#N)C 6-[1-[(2S)-2-hydroxypropyl]pyrazol-4-yl]-3-(8-methoxy-4,4-dimethyl-1-oxo-2,3-dihydroisoquinolin-6-yl)-2-methylindazole-4-carbonitrile